5-fluoro-1-methyl-3-((3-(piperazin-1-yl)phenyl)sulfonyl)-1H-indole FC=1C=C2C(=CN(C2=CC1)C)S(=O)(=O)C1=CC(=CC=C1)N1CCNCC1